1-(3-chlorophenyl)-3-(2,4-difluoro-3-(3-methoxyquinoxaline-6-carbonyl)phenyl)urea ClC=1C=C(C=CC1)NC(=O)NC1=C(C(=C(C=C1)F)C(=O)C=1C=C2N=C(C=NC2=CC1)OC)F